(E)-6-(4-(Dimethylamino)but-2-enoyl)-4-(2-(1-(methylsulfonyl)-3-(trifluoromethyl)-1H-pyrazol-4-yl)phenyl)-4,5,6,7-tetrahydrothieno[2,3-c]pyridine-2-carbonitrile CN(C/C=C/C(=O)N1CC2=C(C(C1)C1=C(C=CC=C1)C=1C(=NN(C1)S(=O)(=O)C)C(F)(F)F)C=C(S2)C#N)C